ethyl 1-[(6-{3-azabicyclo[3.1.0]hex-3-yl}-2-methylpyridin-3-yl) methyl]-1H-1,2,3-triazole-4-carboxylate C12CN(CC2C1)C1=CC=C(C(=N1)C)CN1N=NC(=C1)C(=O)OCC